N-(3-chloro-5-(methylsulfonamido)phenyl)-1,3-dimethylpyrrolo[1,2-a]pyrazine-7-carboxamide ClC=1C=C(C=C(C1)NS(=O)(=O)C)NC(=O)C=1C=C2N(C=C(N=C2C)C)C1